COC=1C(=CC(=NC1)C)C1=C(C=NC(=C1)C)C(=O)NC=1SC2=C(C=NC(=C2)C2=CC=C(C=C2)OC)N1 5'-methoxy-N-(6-(4-methoxyphenyl)thiazolo[4,5-c]pyridin-2-yl)-2',6-dimethyl-[4,4'-bipyridine]-3-carboxamide